FC(C(=O)O)(F)F.NC1=NC(=NC=C1)C=1C=[N+](C=CC1)[O-] 3-(4-aminopyrimidin-2-yl)pyridin-1-oxide trifluoroacetate salt